C(C)(C)C1=NC=CC=C1C1=NN(C2=C1CN(CC2)C(=O)OC(C)(C)C)C tert-butyl 3-(2-isopropylpyridin-3-yl)-1-methyl-1,4,6,7-tetrahydro-5H-pyrazolo[4,3-c]pyridine-5-carboxylate